3-cyclohexylidenepropionic acid C1(CCCCC1)=CCC(=O)O